N-undecylbenzene-1,4-diamine C(CCCCCCCCCC)NC1=CC=C(C=C1)N